COCCOC1=C(C=C2C=CNC2=C1)OC1=CC(=NC=C1)NC(C)(CC(C)(C)C)C 4-{[6-(2-methoxyethoxy)-1H-indol-5-yl]oxy}-N-(2,4,4-trimethylpentan-2-yl)pyridine-2-amine